propyl 3-methylbut-2-enoate (Propyl Senecioate) C(CC)C(C(=O)O)=C(C)C.CC(=CC(=O)OCCC)C